O[C@H]1[C@@H](COC1)OC1=NN(C=C1NC=O)C([2H])([2H])[2H] N-(3-(((3R,4R)-4-hydroxytetrahydrofuran-3-yl)oxy)-1-(methyl-d3)-1H-pyrazol-4-yl)formamide